6-(Tetrahydrofuran-3-yl)pyridazin-3-amine O1CC(CC1)C1=CC=C(N=N1)N